C(C)(C)(C)OC(=O)N1CC(CC1)C(C)(C=CC1=CC=C(C=C1)C(F)(F)F)C 3-(2-methyl-4-(4-(trifluoromethyl)phenyl)but-3-en-2-yl)pyrrolidine-1-carboxylic acid tert-butyl ester